(3S)-2-(difluoromethoxy)-4-isobutyl-6-(3-methyl-4-((5-methyl-1,3,4-thiadiazol-2-yl)methyl)piperazin-1-yl)benzonitrile FC(OC1=C(C#N)C(=CC(=C1)CC(C)C)N1C[C@@H](N(CC1)CC=1SC(=NN1)C)C)F